N[C@@H]1CN(CCC1)C1=C(C=NC(=C1)NC1=NC(=NC=C1)C1=C(C=CC=C1OC)F)C=1C=NC(=CC1)N1CCOCC1 (S)-4-(3-aminopiperidin-1-yl)-N-(2-(2-fluoro-6-methoxyphenyl)pyrimidin-4-yl)-6'-morpholino-[3,3'-bipyridin]-6-amine